6-amino-2-(3,5-dichloro-4-((7-ethyl-1-oxo-2,5,6,7-tetrahydro-1H-cyclopenta[d]pyridazin-4-yl)oxy)phenyl)-1,2,4-triazine-3,5(2H,4H)-dione NC=1C(NC(N(N1)C1=CC(=C(C(=C1)Cl)OC=1C2=C(C(NN1)=O)C(CC2)CC)Cl)=O)=O